CC1(OB(OC1(C)C)C=1C=NNC1)C 4-(4,4,5,5-tetramethyl-1,3,2-dioxa-borolan-2-yl)-1H-pyrazole